3-[[7-chloro-3-(2-ethylsulfonyl-ethyl)imidazo[1,2-a]pyridin-2-yl]methyl]-1-cyclopropyl-imidazo[4,5-c]pyridin-2-one ClC1=CC=2N(C=C1)C(=C(N2)CN2C(N(C1=C2C=NC=C1)C1CC1)=O)CCS(=O)(=O)CC